(4aS,8aS)-6-[4-[5-Chloro-1-(2-hydroxyethyl)indol-3-yl]piperidine-1-carbonyl]-4,4a,5,7,8,8a-hexahydropyrido[4,3-b][1,4]oxazin-3-one ClC=1C=C2C(=CN(C2=CC1)CCO)C1CCN(CC1)C(=O)N1C[C@H]2[C@@H](OCC(N2)=O)CC1